Allyl (Z)-8-(3-ethoxy-3-oxo-2-((6-(4-(trifluoromethyl)phenyl)pyridin-2-yl)methyl)prop-1-en-1-yl)-2,6-diazaspiro[3.4]octane-6-carboxylate C(C)OC(\C(=C/C1CN(CC12CNC2)C(=O)OCC=C)\CC2=NC(=CC=C2)C2=CC=C(C=C2)C(F)(F)F)=O